C(=O)(C=C)N1CCC(CC1)OS(=O)(=O)C1=CC=C(C=C1)C 1-N-acryl-4-(4-methylbenzenesulfonyloxy)piperidine